1-(4-Octyloxyphenyl)-1,2,2-triphenylethylene C(CCCCCCC)OC1=CC=C(C=C1)C(=C(C1=CC=CC=C1)C1=CC=CC=C1)C1=CC=CC=C1